C(C)(=O)[C@@](C=O)(O)[C@@](O)([C@](O)([C@H](O)C(O)C(C)=O)C(C)=O)C(C)=O 2,3,4,6-tetraacetyl-glucose